CS(=O)(=O)N[C@@H]1CN(C[C@H]1C)C(=O)OC(C)(C)C tert-butyl (3S,4R)-3-[(methanesulfonyl)amino]-4-methylpyrrolidine-1-carboxylate